2-(2,6-dimethoxy-4-(2-(4-methyl-5-phenylpyridin-3-yl)vinyl)benzylamino)-3-hydroxypropionic acid COC1=C(CNC(C(=O)O)CO)C(=CC(=C1)C=CC=1C=NC=C(C1C)C1=CC=CC=C1)OC